C(C)C(C(=O)O)CCC 2-ethyl-pentanic acid